CC1CCN(CC1)C1C[C@H]2CC[C@@H](C1)N2S(=O)(=O)C=2N=C(SC2)C(F)(F)F 4-(((1R,3s,5S)-3-(4-Methylpiperidin-1-yl)-8-azabicyclo[3.2.1]octan-8-yl)sulfonyl)-2-(trifluoromethyl)thiazole